(4-fluoro-2-methyl-6-((2R,3R,4R,5R,6R)-3,4,5-tris(benzyloxy)-6-((benzoyloxy) methyl) tetrahydro-2H-pyran-2-yl) phenyl) acrylate C(C=C)(=O)OC1=C(C=C(C=C1[C@H]1O[C@@H]([C@H]([C@@H]([C@@H]1OCC1=CC=CC=C1)OCC1=CC=CC=C1)OCC1=CC=CC=C1)COC(C1=CC=CC=C1)=O)F)C